5-{2,5-dimethyl-7-[propyl({[4-(1H-1,2,4-triazol-1-yl)phenyl]methyl})amino]pyrazolo[1,5-a]pyrimidin-3-yl}-N,N,4-trimethylpyridin-2-amine CC1=NN2C(N=C(C=C2N(CC2=CC=C(C=C2)N2N=CN=C2)CCC)C)=C1C=1C(=CC(=NC1)N(C)C)C